tert-butyl (1R,3s,5S)-3-((3S,4R)-1-(5-chloropyrimidin-2-yl)-3-methoxypiperidin-4-yl)-8-azabicyclo[3.2.1]octane-8-carboxylate ClC=1C=NC(=NC1)N1C[C@H]([C@H](CC1)C1C[C@H]2CC[C@@H](C1)N2C(=O)OC(C)(C)C)OC